4-(benzyloxy)-5-(5-bromo-2-fluorophenyl)-2-methyl-1,3-thiazole C(C1=CC=CC=C1)OC=1N=C(SC1C1=C(C=CC(=C1)Br)F)C